9,10-bis(ethoxycarbonylhexylidene)anthracene tert-butyl-6-[6-[2-cyano-3-[[ethyl(methyl)sulfamoyl]amino]-6-fluoro-phenoxy]quinazolin-4-yl]oxy-2-azaspiro[3.3]heptane-2-carboxylate C(C)(C)(C)OC(=O)N1CC2(C1)CC(C2)OC2=NC=NC1=CC=C(C=C21)OC2=C(C(=CC=C2F)NS(N(C)CC)(=O)=O)C#N.C(C)OC(=O)CCCCCC=C2C1=CC=CC=C1C(C=1C=CC=CC21)=CCCCCCC(=O)OCC